5-(2-(2,6-Dioxopiperidin-3-yl)-1-oxoisoindolin-4-yl)pent-4-yn-1-yl 4-(8-(7-acetyl-3-(tetrahydro-2H-pyran-4-yl)-5,6,7,8-tetrahydroimidazo[1,5-a]pyrazin-1-yl)isoquinolin-3-yl)benzoate C(C)(=O)N1CC=2N(CC1)C(=NC2C=2C=CC=C1C=C(N=CC21)C2=CC=C(C(=O)OCCCC#CC1=C3CN(C(C3=CC=C1)=O)C1C(NC(CC1)=O)=O)C=C2)C2CCOCC2